C(CCCCCCCCCCCCCCCCCCC)[SiH2]O[SiH2]O[SiH2]O[SiH2]O[SiH2]O[SiH2]O[SiH2]O[SiH2]O[SiH2]O[SiH3] Icosyl-decasiloxane